C1(CC1)C(=O)N1CCP(CC1)(=O)C1=CC2=C(N=C(N=C2N[C@H](C)C2=C(C(=CC=C2)C(F)F)F)C)C=N1 1-(cyclopropanecarbonyl)-4-[4-({(1R)-1-[3-(difluoromethyl)-2-fluorophenyl]ethyl}amino)-2-methylpyrido[3,4-d]pyrimidin-6-yl]-1,4lambda5-azaphosphinan-4-one